tert-butyl N-(5-amino-3-methyl-6-(3-(4-methyl-2-oxo-6-(2-phenylpyrrolidine-1-carbonyl)-1,2-dihydropyridin-1-yl)prop-1-yn-1-yl)pyridin-2-yl)-N-[(tert-butoxy)carbonyl]carbamate NC=1C=C(C(=NC1C#CCN1C(C=C(C=C1C(=O)N1C(CCC1)C1=CC=CC=C1)C)=O)N(C(OC(C)(C)C)=O)C(=O)OC(C)(C)C)C